L-proline propyl ester hydrochloride Cl.C(CC)OC([C@H]1NCCC1)=O